7-(3-hydroxy-4-nitrophenyl)-2,7-diazaspiro[3.5]Nonane-2-carboxylic acid tert-butyl ester C(C)(C)(C)OC(=O)N1CC2(C1)CCN(CC2)C2=CC(=C(C=C2)[N+](=O)[O-])O